Cl.C[C@@H]1N(C[C@H](NC1)C)C1=CC(=C(C#N)C=C1)C(F)(F)F 4-((2S,5R)-2,5-dimethylpiperazin-1-yl)-2-(trifluoromethyl)benzonitrile hydrochloride